CC1(CC2=NC(=C(C(=C2CO1)C=1C=NN2C1C=CC=C2)C#N)N2CC1(CN(C1)C(C=C)=O)CC2)C 7,7-dimethyl-2-(2-(2-propenoyl)-2,6-diazaspiro[3.4]octan-6-yl)-4-(pyrazolo[1,5-a]pyridin-3-yl)-7,8-dihydro-5H-pyrano[4,3-b]pyridine-3-carbonitrile